O=C1N(C(C2=CC=CC=C12)=O)C[C@@H](C[C@H](CNC(OC(C)(C)C)=O)F)NC(OC(C)(C)C)=O di-tert-butyl ((2R,4R)-5-(1,3-dioxoisoindolin-2-yl)-2-fluoropentane-1,4-diyl)dicarbamate